6-Amino-2-{5-[3-(1-amino-1-methyl-ethyl)-pyrrolidin-1-yl]-pyridin-2-ylamino}-8-cyclopentyl-8H-pyrido[2,3-d]pyrimidin-7-one NC1=CC2=C(N=C(N=C2)NC2=NC=C(C=C2)N2CC(CC2)C(C)(C)N)N(C1=O)C1CCCC1